[C].[GeH4] German carbon